2-(3-carbamoyl-5-(2-cyclopropylacetamido)-1H-indazol-1-yl)acetic acid C(N)(=O)C1=NN(C2=CC=C(C=C12)NC(CC1CC1)=O)CC(=O)O